ClC=1C(=NC(=NC1)NC1=C(C=C(C=C1)N1CCC(CC1)NCCCCCCOC1=C2CN(C(C2=CC=C1)=O)C1C(NC(CC1)=O)=O)OC)NC1=C(C=CC=C1)P(=O)(OC)OC 3-(4-((6-((1-(4-((5-chloro-4-((2-(dimethylphosphono)phenyl)amino)pyrimidin-2-yl)amino)-3-methoxyphenyl)piperidin-4-yl)amino)hexyl)oxy)-1-oxoisoindolin-2-yl)piperidine-2,6-dione